C(#N)C1(CC1)NC(=O)C=1N=C(SC1)C=1C=NN(C1)C1=C(C=C(C=C1Cl)C(C(F)(F)F)(C(F)(F)F)F)Cl N-(1-Cyanocyclopropyl)-2-{1-[2,6-dichloro-4-(1,1,1,2,3,3,3-heptafluoropropan-2-yl)phenyl]-1H-pyrazol-4-yl}-1,3-thiazol-4-carboxamid